4-(1-ethyl-3-(4-fluoro-2,6-dimethylphenoxy)-2-oxo-1,2-dihydropyridin-4-yl)-6-methyl-1,6-dihydro-7H-pyrrolo[2,3-c]pyridin-7-one C(C)N1C(C(=C(C=C1)C=1C2=C(C(N(C1)C)=O)NC=C2)OC2=C(C=C(C=C2C)F)C)=O